1-vinyl-3-(2,2-diethoxyethyl)imidazole bromide [Br-].C(=C)N1CN(C=C1)CC(OCC)OCC